CS(=O)(=O)C1=C(C=O)C=CC=C1 2-(methylsulfonyl)benzaldehyde